1H-indol-3-amine TFA salt OC(=O)C(F)(F)F.N1C=C(C2=CC=CC=C12)N